C1(CC1)C1=CC(=NN1)NC([C@H](C)C=1N=C2N(C=CC(=C2)C(F)F)C1)=O (R)-N-(5-cyclopropyl-1H-pyrazol-3-yl)-2-(7-(difluoromethyl)imidazo[1,2-a]pyridin-2-yl)propanamide